C(#N)C(CCN(C)C)N(C(=O)C1=NN(C=2N(C([C@H]([C@H](C21)C2=CC=C(C=C2)F)NC(C2=CC(=CC=C2)C(F)(F)F)=O)=O)CC)C2=CC=CC=C2)C (4S,5S)-N-[1-cyano-3-(dimethylamino)propyl]-7-ethyl-4-(4-fluorophenyl)-N-methyl-6-oxo-1-phenyl-5-[3-(trifluoromethyl)benzamido]-4H,5H-pyrazolo[3,4-b]pyridine-3-carboxamide